C1=C(C=CC2=CC(=CC=C12)C(=O)Cl)C(=O)Cl naphthalene-2,6-dicarboxylic chloride